ClC[C@@H](N1C(N[C@@H](C1)C(F)(F)F)=O)C=1C=CC2=C(N=C(O2)[C@@H](NC(=O)C2=NON=C2C2CC2)C2CCC(CC2)(F)F)C1 N-((S)-(5-((S)-2-Chloro-1-((S)-2-oxo-4-(trifluoromethyl)imidazolidin-1-yl)ethyl)benzo[d]oxazol-2-yl)(4,4-difluorocyclohexyl)methyl)-4-cyclopropyl-1,2,5-oxadiazole-3-carboxamide